2-(4-bromo-1-(2,5-difluorophenyl)but-3-yn-1-yl)-7-(trifluoromethyl)-2H-indazole BrC#CCC(C1=C(C=CC(=C1)F)F)N1N=C2C(=CC=CC2=C1)C(F)(F)F